P(=O)([O-])([O-])[O-].[Ti+4].[Na+].[Mn+2].[Na+] sodium-manganese-sodium titanium phosphate